C(N)(OC=1C(=NC(=NC1N)C1=NN(C2=C(C=CC=C12)F)CC1=C(C=CC=C1)F)N)=O (4,6-diamino-2-(7-fluoro-1-(2-fluorobenzyl)-1H-indazol-3-yl) pyrimidin-5-yl) carbamate